4-((3-Cyano-4-methoxypyrazolo[1,5-c]pyrimidin-5-yl)amino)-6-(cyclopropanecarboxamido)-N-methylnicotinamide C(#N)C=1C=NN2C=NC(=C(C21)OC)NC2=CC(=NC=C2C(=O)NC)NC(=O)C2CC2